(E)-7-(3-(3-iodobenzylidene)-2,5-dioxopyrrolidinyl)-N-hydroxyheptylamide IC=1C=C(\C=C/2\C(N(C(C2)=O)C(CCCCCC[NH-])O)=O)C=CC1